ClC=1N=CC=C2C=CC(=NC12)C=1C=NN(C1C)C 8-Chloro-2-(1,5-dimethyl-1H-pyrazol-4-yl)-1,7-naphthyridine